ClC1=C(C=CC=C1Cl)C=1N=C(NC1C)CC=1SC=CC1 4-(2,3-Dichlorophenyl)-5-methyl-2-(2-thienylmethyl)imidazole